(S)-6-(4-chlorophenyl)-N-(1-(1-methyl-1H-pyrazol-4-yl)ethyl)-2-(1-methyl-1H-pyrazol-4-yl)pyrimidine-4-carboxamide ClC1=CC=C(C=C1)C1=CC(=NC(=N1)C=1C=NN(C1)C)C(=O)N[C@@H](C)C=1C=NN(C1)C